FCCCN1CC(C1)N(C1CC2CCC(N3C2(CC1)OCC3C(C)C)=O)CC3=CC=C(C=C3)C(F)(F)F 9-[[1-(3-fluoropropyl)azetidin-3-yl]-[[4-(trifluoromethyl)phenyl]methyl]amino]-3-isopropyl-3,6,7,7a,8,9,10,11-octahydro-2H-oxazolo[2,3-j]quinolin-5-one